4-methyl-2-(3-(3-methylbenzamido)propionylamino)thiazole-5-carboxylic acid ethyl ester C(C)OC(=O)C1=C(N=C(S1)NC(CCNC(C1=CC(=CC=C1)C)=O)=O)C